C12(CNCC2C1)C=1C=CC=2N=CN=C(C2N1)NC1=C(C(=CC=C1)Cl)F 6-(3-Azabicyclo[3.1.0]hexan-1-yl)-N-(3-chloro-2-fluorophenyl)pyrido[3,2-d]pyrimidin-4-amine